N1(CCOCC1)C1=CC=C(C=N1)C1=C(N(C=C1)S(N)(=O)=O)C(=O)O 3-[6-(Morpholin-4-yl)pyridin-3-yl]-1-sulfamoyl-1H-pyrrole-2-carboxylic acid